4-[(1,1,2,2,2-2H5)ethyl]-1H,4H,5H-pyrrolo[3,2-b]pyridin-5-one C(C([2H])([2H])[2H])([2H])([2H])N1C2=C(C=CC1=O)NC=C2